CC1(OC2=C(C1)C=CC=C2OCC(=O)NN=CC2=CC(=CC=C2)F)C ((2,2-dimethyl-2,3-dihydrobenzofuran-7-yl)oxy)-N'-(3-fluorobenzylidene)acetohydrazide